BrC=1C=C2C(=NN(C2=CC1)S(=O)(=O)C1=CC=C(C)C=C1)F 5-bromo-3-fluoro-1-(p-toluenesulfonyl)indazole